(2-((2-cyanophenyl)amino)-6-((2,3-dihydro-1H-inden-2-yl)carbamoyl)pyridin-4-yl)carbamic acid tert-butyl ester C(C)(C)(C)OC(NC1=CC(=NC(=C1)C(NC1CC2=CC=CC=C2C1)=O)NC1=C(C=CC=C1)C#N)=O